rac-(2s,4s)-2-((3r,4r)-4-(4-(tert-butyl)phenyl)-3-methylpiperidine-1-carbonyl)-7-oxa-5-azaspiro[3.4]octan-6-one C(C)(C)(C)C1=CC=C(C=C1)[C@H]1[C@H](CN(CC1)C(=O)C1CC2(C1)NC(OC2)=O)C